C(C1=CC=CC=C1)(=O)O.C(CC)N1N=CN(C1)CCCC 1-n-propyl-4-n-butyl-1,2,4-triazole benzoate